COC1=CC(=C2C=CC=NC2=C1)C1(CC1)NC(C1=C(C=CC(=C1)OC[C@H]1N(CC1)C([2H])([2H])[2H])C)=O (S)-N-(1-(7-Methoxyquinolin-5-yl)cyclopropyl)-2-methyl-5-((1-(methyl-d3)azetidin-2-yl)methoxy)benzamide